N-(3,5-difluorobenzyl)-1-(4-(3,5-dimethyl-1H-1,2,4-triazol-1-yl)-5-fluoropyrimidin-2-yl)-4-fluoro-N-hydroxypiperidine-4-carboxamide FC=1C=C(CN(C(=O)C2(CCN(CC2)C2=NC=C(C(=N2)N2N=C(N=C2C)C)F)F)O)C=C(C1)F